N[C@@H]1CN(CC[C@H]1F)C1=NC2=C(N1CC(=O)N1CCCCCCC1)C=C(C(=C2)F)F 2-(2-((3R,4R)-3-Amino-4-fluoropiperidin-1-yl)-5,6-difluoro-1H-benzo[d]imidazol-1-yl)-1-(azocan-1-yl)ethan-1-on